C(C)N1N=C(C(=C1C)C=1C=NN2C1C=C(C=C2)C=2SC(=CN2)C(=O)OC)C methyl 2-[3-(1-ethyl-3,5-dimethyl-pyrazol-4-yl)pyrazolo[1,5-a]pyridin-5-yl]thiazole-5-carboxylate